CN(C(CC(=O)C=1C(C2=CC3=CC(=CC=C3C2=CC1)C(=O)CC(C)N(C)C)=O)C)C 2,7-bis[2-(dimethylamino)-propylcarbonyl]-fluorenone